OCC1C=NC2=NC=NC(=C12)N 7-deaza-7-hydroxymethyl-adenine